oxostearamide O=C(C(=O)N)CCCCCCCCCCCCCCCC